FC1(CCN(CC1)C(=O)OC(C)(C)C)CO tert-butyl 4-fluoro-4-(hydroxymethyl)piperidine-1-carboxylate